ClC1=CC2=C(N(C(C=N2)=O)C)N=C1OCC=O 2-((7-chloro-4-methyl-3-oxo-3,4-dihydropyrido[2,3-b]pyrazin-6-yl)oxy)acetaldehyde